Methyl 2-((1-(4-(difluoromethoxy)phenyl)ethyl)amino)-3-hydroxypropanoate FC(OC1=CC=C(C=C1)C(C)NC(C(=O)OC)CO)F